OB1OC=2C(=C3C(=NC2)NC=C3)C(=C1)[C@@H]1CN(CC[C@@H]1C)C(=O)OC(C)(C)C Tert-Butyl cis-3-(7-hydroxy-3,7-dihydro-[1,2]oxaborinino[5,6-d]pyrrolo[2,3-b]pyridin-9-yl)-4-methylpiperidine-1-carboxylate